tert-butyl 4-methyl-3-nitro-pyrazole-1-carboxylate CC=1C(=NN(C1)C(=O)OC(C)(C)C)[N+](=O)[O-]